C(C)OC(C1=C(N=C(C(=C1N(C(=O)OC(C)(C)C)C(=O)OC(C)(C)C)F)Cl)Br)=O 4-(bis(t-butoxycarbonyl)amino)-2-bromo-6-chloro-5-fluoronicotinic acid ethyl ester